9-vinyltetracyclo[6.2.1.13,6.02,7]dodeca-4-ene C(=C)C1C2C3C4C=CC(C3C(C1)C2)C4